O1C=C(C2=C1C=CC=C2)C[C@H](NC(C(OC)=O)=O)B(O)O (R)-(2-(benzofuran-3-yl)-1-(2-oxo-2-methoxyacetamido)ethyl)boronic acid